2-chloro-9-(2-naphthyl)-10-phenylanthracene ClC1=CC2=C(C3=CC=CC=C3C(=C2C=C1)C1=CC=CC=C1)C1=CC2=CC=CC=C2C=C1